C1(=CC=C(C=C1)N1C=NC2=C1C=C(C=C2)C=2C=CC(=NC2)OCCCN(C)C)C2=CC=CC=C2 3-((5-(1-([1,1'-biphenyl]-4-yl)-1H-benzo[d]imidazol-6-yl)pyridin-2-yl)oxy)-N,N-dimethylpropan-1-amine